N1=CC=CC2=CC(=CC=C12)C=1C=CN2N=C(N=CC21)N[C@H]2C[C@H](C2)O cis-3-((5-(Quinolin-6-yl)pyrrolo[2,1-f][1,2,4]triazin-2-yl)amino)cyclobutan-1-ol